3,6-dimethoxy-2',4',6'-triisopropyl-[1,1'-biphenyl] COC=1C=C(C(=CC1)OC)C1=C(C=C(C=C1C(C)C)C(C)C)C(C)C